BrC=1N(N=C2C=C(C=CC12)C1=CC(=CC=C1)O)CCCN(C)C 3-(3-bromo-6-(3-hydroxyphenyl)-2H-indazol-2-yl)-N,N-dimethylpropan-1-amine